1-[1-(2-bicyclo[2.2.1]heptanyl)ethyl]-3-[[2-(difluoro-methoxy)pyridin-4-yl]methyl]urea C12C(CC(CC1)C2)C(C)NC(=O)NCC2=CC(=NC=C2)OC(F)F